FC=1C=C(C=CC1F)C=1N=C(SC1)NC(C1=C(C=C(C=C1)F)NS(=O)(=O)C(C)C)=O N-(4-(3,4-Difluorophenyl)thiazol-2-yl)-4-fluoro-2-((1-methylethyl)sulfonamido)benzamide